3-((7-chloro-1-methyl-6-(pyrazolo[1,5-a]pyridin-3-yloxy)-1H-imidazo[4,5-b]pyridin-2-yl)amino)-5-cyclopropyl-1-(2-hydroxyethyl)pyridin-2(1H)-one ClC1=C2C(=NC=C1OC=1C=NN3C1C=CC=C3)N=C(N2C)NC=2C(N(C=C(C2)C2CC2)CCO)=O